FC(C1NCCCC1N=S(=O)(C)C)F ((2-(difluoromethyl)piperidin-3-yl)imino)dimethyl-lambda6-Sulfanone